(S)-5,7-dihydro-spiro[cyclopenta[b]pyridin-6,4'-piperidin]-7-amine N1CCC2(CC1)CC=1C(=NC=CC1)[C@H]2N